tert-butyl 4-[4-fluoro-5-methyl-1-[4-(trifluoromethoxy)phenyl]pyrazol-3-yl]piperidine-1-carboxylate FC=1C(=NN(C1C)C1=CC=C(C=C1)OC(F)(F)F)C1CCN(CC1)C(=O)OC(C)(C)C